ClC1=NC=C(C=C1OCC1=CC(=CC(=C1)F)F)COC 2-chloro-3-[(3,5-difluorophenyl)methoxy]-5-(methoxymethyl)pyridine